[N+](=O)([O-])C=1C(=C(C#N)C=CC1)N1CCNCC1 nitro-2-(piperazin-1-yl)benzonitrile